(1S,2S)-2-fluoro-N-[3-(3-fluoro-2,6-dimethoxyphenyl)-1-[[2-(trimethylsilyl)ethoxy]methyl]pyrrolo[2,3-b]pyridin-6-yl]cyclopropane-1-carboxamide F[C@@H]1[C@@H](C1)C(=O)NC1=CC=C2C(=N1)N(C=C2C2=C(C(=CC=C2OC)F)OC)COCC[Si](C)(C)C